1-allyl-3-quinolin-3-ylthiourea C(C=C)NC(=S)NC=1C=NC2=CC=CC=C2C1